O=C1NC(CCC1N1C(C2=CC=CC(=C2C1=O)NC(=O)CCCC1=C(C=CC=C1)B(O)O)=O)=O 2-(3-{[2-(2,6-dioxopiperidin-3-yl)-1,3-dioxoisoindol-4-yl]carbamoyl}propyl)phenylboronic acid